4-((2-hydroxy-2-methylcyclopentyl)amino)-3-methoxy-N-(5-(5-methyl-1H-pyrazol-1-yl)-1,3,4-thiadiazol-2-yl)-2-oxo-2H-pyran-6-carboxamide OC1(C(CCC1)NC1=C(C(OC(=C1)C(=O)NC=1SC(=NN1)N1N=CC=C1C)=O)OC)C